Disodium 4-[(Z)-[tert-butyl(oxido)azaniumylidene]methyl]benzene-1,3-disulfonate C(C)(C)(C)/[N+](/[O-])=C/C1=C(C=C(C=C1)S(=O)(=O)[O-])S(=O)(=O)[O-].[Na+].[Na+]